3-pyridinyl-alanine Rhodium nonanoat C(CCCCCCCC)(=O)[O-].[Rh+3].N1=C(C=CC=C1)C[C@H](N)C(=O)O.C(CCCCCCCC)(=O)[O-].C(CCCCCCCC)(=O)[O-]